methoxyfluorosilane CO[SiH2]F